FC1=CC=C(CC2=CC3=C(OC[C@@H](N3C(=O)OC(C)(C)C)C)N=C2C(=O)N2CC(C2)O)C=C1 tert-butyl (S)-7-(4-fluorobenzyl)-6-(3-hydroxyazetidine-1-carbonyl)-2-methyl-2,3-dihydro-1H-pyrido[2,3-b][1,4]oxazine-1-carboxylate